N-(1-isopropylpiperidin-4-yl)-2-(4-methylpiperazin-1-yl)-7-(3-(pyrrolidin-1-yl)propyl)-7H-pyrrolo[2,3-d]pyrimidin-4-amine C(C)(C)N1CCC(CC1)NC=1C2=C(N=C(N1)N1CCN(CC1)C)N(C=C2)CCCN2CCCC2